2-oleoyloxy-3-dimethylaminopropane C(CCCCCCC\C=C/CCCCCCCC)(=O)OC(C)CN(C)C